FC1=C(C=CC(=C1F)C1CCC(CC1)C1CCC(CC1)CCCCC)O 2,3-difluoro-4-[4-(4-pentylcyclohexyl)cyclohexyl]Phenol